1,3-diphenyltetraethyldisilazane C1(=CC=CC=C1)[Si](N[Si](C1=CC=CC=C1)(CC)CC)(CC)CC